CN1N=C2N=CC=CC2=C1 2-methyl-2H-pyrazolo[3,4-b]pyridine